Trimethyl-4,13-dioxo-3,14-di-oxa-5,12-diazahexadecan-1,16-diyl-bis(2-methylacrylat) CC(COC(NCCCCCCNC(OCC(C=C(C(=O)[O-])C)(C)C)=O)=O)C=C(C(=O)[O-])C